ClC1=C(C(=CC=C1)Cl)C=1C2=CC=C(N2)C(=C2C=CC(C(=C3C=CC(=C(C=4C=CC1N4)C4=C(C=CC=C4Cl)Cl)N3)C3=C(C=CC=C3Cl)Cl)=N2)C2=C(C=CC=C2Cl)Cl 5,10,15,20-tetrakis(2,6-dichlorophenyl)porphin